N-prop-2-ynyl-3H-imidazole C(C#C)N1CNC=C1